N-carbamimidoyl-2-(2,6-dichloro-3-(pyridin-4-yl)phenyl)acetamide C(N)(=N)NC(CC1=C(C(=CC=C1Cl)C1=CC=NC=C1)Cl)=O